ClC1=C(C=CC=C1C1=NC=CC(=C1Cl)C1=NC(=C(C=C1)CNCC1NC(CC1)=O)OC)NC1=NC=CC(=C1F)CNCCCC(=O)O 4-(((2-((2-chloro-3-(3'-chloro-6-methoxy-5-((((5-oxopyrrolidin-2-yl)methyl)amino)methyl)-[2,4'-bipyridin]-2'-yl)phenyl)amino)-3-fluoropyridin-4-yl)methyl)amino)butanoic acid